(S)-6-(4-(4-acryloyl-6,6-dimethyl-1-(methylsulfonyl)piperazin-2-yl)-6-chloropyridin-2-yl)-N-methylpyrimidine-4-carboxamide C(C=C)(=O)N1C[C@@H](N(C(C1)(C)C)S(=O)(=O)C)C1=CC(=NC(=C1)Cl)C1=CC(=NC=N1)C(=O)NC